FC(C1=CC=C(C=C1)C1=C2CCNCC2=CC(=C1)N1CCOCC1)(F)F 4-(5-(4-(trifluoromethyl)phenyl)-1,2,3,4-tetrahydroisoquinolin-7-yl)morpholine